6-methyl-4-oxo-3-(trifluoromethyl)-4,5,6,7-tetrahydro-1-benzofuran-2-carboxylate CC1CC2=C(C(=C(O2)C(=O)[O-])C(F)(F)F)C(C1)=O